C(C1=CC=CC=C1)OC=1C=C(CNC(CO)=O)C=CC1OCC1=CC=CC=C1 N-(3,4-bis(benzyloxy)benzyl)-2-hydroxyacetamide